BrC=1C=C(OC2=CC=3N(C4=CC=CC=C4C3C=C2)C2=NC=CC(=C2)C(C)(C)C)C=C(C1)C(C)(C)C 2-(3-bromo-5-(tert-butyl)phenoxy)-9-(4-(tert-butyl)pyridin-2-yl)-9H-carbazole